ClCCCCCCCCOC1=C(CNC(=O)[C@H]2N(C[C@@H](C2)O)C([C@H](C(C)(C)C)NC(=O)C2(CC2)F)=O)C=CC(=C1)C1=C(N=CS1)C (2S,4R)-N-(2-((8-chlorooctyl)oxy)-4-(4-methylthiazol-5-yl)benzyl)-1-((S)-2-(1-fluorocyclopropane-1-carboxamido)-3,3-dimethylbutanoyl)-4-hydroxypyrrolidine-2-carboxamide